C(C)(C)(C)OC(=O)N1CC2=CC=CC=C2C[C@H]1[C@@H](COS(=O)(=O)C1=CC=C(C)C=C1)O (S)-3-((S)-1-hydroxyl-2-(tosyloxy)ethyl)-3,4-dihydroisoquinoline-2(1H)-carboxylic acid tert-butyl ester